p-methoxyaniline-3-sulfonic acid COC1=C(C=C(N)C=C1)S(=O)(=O)O